N-((2-(3-chloro-4-fluoro-6-(4,7-diazaspiro[2.5]octan-7-yl)pyridin-2-yl)-1,6-naphthyridin-7-yl)methyl)-4-methyl-3-(methylsulfonyl)benzamide ClC=1C(=NC(=CC1F)N1CCNC2(CC2)C1)C1=NC2=CC(=NC=C2C=C1)CNC(C1=CC(=C(C=C1)C)S(=O)(=O)C)=O